10-(6-(3-Methoxyphenyl)pyridazin-3-yl)-10H-phenoxazine COC=1C=C(C=CC1)C1=CC=C(N=N1)N1C2=CC=CC=C2OC=2C=CC=CC12